C(C)(C)N1N=CC=2CCCCC12 1-isopropyl-4,5,6,7-tetrahydro-1H-indazol